1-[2-cyano-3-fluoro-4-(trifluoromethyl)phenyl]-3,4,6-trifluoro-1,2,3,4-tetrahydroquinoline-8-carbonitrile C(#N)C1=C(C=CC(=C1F)C(F)(F)F)N1CC(C(C2=CC(=CC(=C12)C#N)F)F)F